tert-Butyl (1R)-(1-((4-bromophenyl)amino)-4,4-dimethyl-1-oxopentan-2-yl)carbamate BrC1=CC=C(C=C1)NC(C(CC(C)(C)C)NC(OC(C)(C)C)=O)=O